tert-Butyl (1R,3S,4S)-3-(4-(1-(4-fluoro-2-(2-isopropylpyridin-3-yl)phenyl)-1H-pyrrolo[2,3-c]pyridine-3-carbonyl)piperidine-1-carbonyl)-2-azabicyclo[2.2.1]heptane-2-carboxylate FC1=CC(=C(C=C1)N1C=C(C=2C1=CN=CC2)C(=O)C2CCN(CC2)C(=O)[C@H]2N([C@@H]1CC[C@H]2C1)C(=O)OC(C)(C)C)C=1C(=NC=CC1)C(C)C